ClC=1C=C(NC2(CCC3([C@@H](CC4=CC=CC=C34)C[C@H](COC3=C4C(=NC=C3)CCC4)C)CC2)C(=O)O)C=CC1 (1r,2'R,4R)-4-(3-chloroanilino)-2'-{(2R)-3-[(6,7-dihydro-5H-cyclopenta[b]pyridin-4-yl)oxy]-2-methylpropyl}-2',3'-dihydrospiro[cyclohexane-1,1'-indene]-4-carboxylic acid